1,2,6-trimethyl-pyridine CN1C(C=CC=C1C)C